COC(=O)C=1N(C(=CC1)C1=NN(C2=C1C=NC(=C2)NC2=NC(=NC=C2)C=2C=NN(C2O)C)[C@H](CCO)C)C 5-[1-[(1S)-3-hydroxy-1-methyl-propyl]-6-[[2-(5-hydroxy-1-methyl-pyrazol-4-yl)pyrimidin-4-yl]amino]pyrazolo[4,3-c]pyridin-3-yl]-1-methyl-pyrrole-2-carboxylic acid methyl ester